8-Oxa-2-aza-spiro[4.5]decane-2-carboxylic acid [7-(4,4-difluoro-cyclohexyl)-4-methoxy-thiazolo[4,5-c]pyridin-2-yl]-amide FC1(CCC(CC1)C=1C2=C(C(=NC1)OC)N=C(S2)NC(=O)N2CC1(CC2)CCOCC1)F